3-(4-Chloro-3,5-difluorophenyl)-N-(4-ethyl-3-(pyridin-4-yl)-1H-pyrazol-5-yl)propanamide ClC1=C(C=C(C=C1F)CCC(=O)NC1=C(C(=NN1)C1=CC=NC=C1)CC)F